di-tert-butyl-1,1,4,4-tetramethylbut-2-yn C(C)(C)(C)C(C#CC(C)(C)C(C)(C)C)(C)C